O[C@H](COC=1C=C(C=CC1)S(=O)(=O)NC)CNC1COC2(C1)CCN(CC2)S(=O)(=O)C2=CC(=CC=C2)C=2C=NC=CC2 3-((2S)-2-hydroxy-3-(8-(3-(pyridin-3-yl)phenylsulfonyl)-1-oxa-8-azaspiro[4.5]decan-3-ylamino)propoxy)-N-methylbenzenesulfonamide